C1(CCCCC1)(C1=CC=C(C=C1C#N)B1OC(C(O1)(C)C)(C)C)C1=CC=C(C=C1C#N)B1OC(C(O1)(C)C)(C)C 6,6'-(cyclohexane-1,1-diyl)bis(3-(4,4,5,5-tetramethyl-1,3,2-dioxaborolan-2-yl)benzonitrile)